N-[4-(4-methyl-2-phenylpiperazine-1-carbonyl)-3-(1-propan-2-ylpyrazol-3-yl)phenyl]cyclopropanecarboxamide CN1CC(N(CC1)C(=O)C1=C(C=C(C=C1)NC(=O)C1CC1)C1=NN(C=C1)C(C)C)C1=CC=CC=C1